FC1=C(C=CC(=C1)F)NC1=NN=C2N1C=CC=C2 N-(2,4-difluorophenyl)-[1,2,4]triazolo[4,3-a]pyridin-3-amine